COC(NC=1C=CC=2C=3C=CN=C([C@H](CCCCCC(NC2C1)=O)NC(\C=C\C1=C(C=CC(=C1)Cl)N1N=NN=C1)=O)C3)=O {(S)-15-[(E)-3-(5-Chloro-2-tetrazol-1-yl-phenyl)-acryloylamino]-9-oxo-8,17-diaza-tricyclo[14.3.1.02,7]icosa-1(20),2(7),3,5,16,18-hexaen-5-yl}-carbamic Acid methyl ester